N-cyclopentylbenzylamine C1(CCCC1)NCC1=CC=CC=C1